N1C(=NC2=NC=CC=C21)S 1H-imidazo[4,5-B]pyridine-2-thiol